1-(4-{[(1S)-5-[2-(2-aminopyridin-3-yl)-5-(4-methyl-1,3-oxazol-2-yl)imidazo[4,5-b]pyridin-3-yl]-2,3-dihydro-1H-inden-1-yl]amino}piperidin-1-yl)prop-2-en-1-one NC1=NC=CC=C1C1=NC=2C(=NC(=CC2)C=2OC=C(N2)C)N1C=1C=C2CC[C@@H](C2=CC1)NC1CCN(CC1)C(C=C)=O